sodium Ethyl carbonate C(OCC)([O-])=O.[Na+]